1-(2-(benzyloxy)-5-bromophenoxy)cyclopropane-1-carboxylic acid methyl ester COC(=O)C1(CC1)OC1=C(C=CC(=C1)Br)OCC1=CC=CC=C1